CN(CCN1N=CC(=C1)CN(CCC(=O)OCCCCCCCC)CCC(=O)OCCCCCCCC)C dioctyl 3,3'-(((1-(2-(dimethylamino)ethyl)-1H-pyrazol-4-yl)methyl)azanediyl)dipropionate